Methyl (S)-2-((tert-butoxycarbonyl)amino)-3-(2,4,5-trifluorophenyl)propanoate C(C)(C)(C)OC(=O)N[C@H](C(=O)OC)CC1=C(C=C(C(=C1)F)F)F